1-(2-methoxyethyl)-2-((2-(trifluoromethyl)piperidin-1-yl)methyl)-1H-indole-5-carboxylic acid COCCN1C(=CC2=CC(=CC=C12)C(=O)O)CN1C(CCCC1)C(F)(F)F